7-((2r,4ar,5r,7ar)-2-((3S)-1,1-difluoro-3-methylpentyl)-2-hydroxy-6-oxooctahydrocyclopenta(b)pyran-5-yl)heptanoic acid FC(C[C@H](CC)C)(F)[C@]1(CC[C@H]2[C@H](O1)CC([C@@H]2CCCCCCC(=O)O)=O)O